3-(3-([1,1'-biphenyl]-3-yl)acryloyl)oxazolidin-2-one C1(=CC(=CC=C1)C=CC(=O)N1C(OCC1)=O)C1=CC=CC=C1